C(C)S(=O)(=O)CC=1C=CC(=C(C1)C=1C=C(C(N(C1)C)=O)C)OCC(F)(F)F 5-[5-(ethylsulfonylmethyl)-2-(2,2,2-trifluoroethoxy)phenyl]-1,3-dimethylpyridin-2-one